4,4'-bis-(2-sulfostyryl)biphenyl disodium salt [Na+].[Na+].S(=O)(=O)([O-])C1=C(C=CC2=CC=C(C=C2)C2=CC=C(C=C2)C=CC2=C(C=CC=C2)S(=O)(=O)[O-])C=CC=C1